CC1=C(N=NC(=C1)N[C@H]1CN(CCC1)CCNCC1COC1)C1=C(C=C(C=C1)C(F)(F)F)O (R)-2-(4-Methyl-6-((1-(2-((oxetan-3-ylmethyl)amino)ethyl)piperidin-3-yl)amino)pyridazin-3-yl)-5-(trifluoromethyl)phenol